CC(CCCCN1[C@@H](CC(C1)O)C(=O)OCCCCCCC(C(=O)OC(CCCCCCCC)CCCCCCCC)(C)C)(C(OCCCCCCCCCCC)=O)C [7,7-dimethyl-8-(1-octylnonoxy)-8-oxo-octyl] (2S)-1-(5,5-dimethyl-6-oxo-6-undecoxy-hexyl)-4-hydroxy-pyrrolidine-2-carboxylate